COC=1C=C(C=C(C1)OC)\C=C\C1=CC=C(C=C1)C 3,5-Dimethoxy-4'-methyl-trans-stilbene